2-bromo-5-(((5-chloro-1-methyl-2-oxo-1,2-dihydropyridin-3-yl)amino)(4-chlorophenyl)methyl)-1-isopropyl-1H-imidazole-4-carboxylic acid BrC=1N(C(=C(N1)C(=O)O)C(C1=CC=C(C=C1)Cl)NC=1C(N(C=C(C1)Cl)C)=O)C(C)C